di(benzothiazol-2-yl) disulphide S1C(=NC2=C1C=CC=C2)SSC=2SC1=C(N2)C=CC=C1